C(#N)C=1C=CC(=C2C=CC=NC12)N1C[C@@]2(C[C@@]2(C1)C(F)(F)F)C(=O)NNC(C#CCN(C)C)=O (1S,5R)-3-(8-cyanoquinolin-5-yl)-N'-(4-(dimethylamino)but-2-ynoyl)-5-(trifluoromethyl)-3-azabicyclo[3.1.0]hexane-1-carbohydrazide